FC1=C(C=CC=C1)C=1C(=CC=C(C1)C1=C2C(=C(C=3C=4C=CC=C5C=CC=C(C13)C54)C5=CC=CC=C5)C=CC=C2)O 2'-fluoro-5-(12-phenylbenzo[k]fluoranthene-7-yl)-[1,1'-biphenyl]-2-ol